(E)-N-(4-(1-(6-(4-(7-((2-(2,6-dioxopiperidin-3-yl)-1,3-dioxoisoindolin-4-yl)amino)heptanoyl)piperazin-1-yl)pyridazine-3-carbonyl)piperidin-4-yl)butyl)-3-(pyridin-3-yl)acrylamide O=C1NC(CCC1N1C(C2=CC=CC(=C2C1=O)NCCCCCCC(=O)N1CCN(CC1)C1=CC=C(N=N1)C(=O)N1CCC(CC1)CCCCNC(\C=C\C=1C=NC=CC1)=O)=O)=O